ClC=1C=C(OC2C(C(C2(C)C)NC(C2=CN=C(C=C2)N2CCN(CC2)CC=2C=C3CN(C(C3=CC2F)=O)C2C(NC(CC2)=O)=O)=O)(C)C)C=CC1C#N N-((1r,3r)-3-(3-chloro-4-cyanophenoxy)-2,2,4,4-tetramethylcyclobutyl)-6-(4-((2-(2,6-dioxopiperidin-3-yl)-6-fluoro-1-oxoisoindoline-5-yl)methyl)piperazin-1-yl)nicotinamide